FC=1C(=CC=NC1C1=CC=C(C=C1)F)C(C)(C)O 5-fluoro-6-(4-fluorophenyl)-4-(2-hydroxypropan-2-yl)pyridin